BrC1=NC(=CC=C1)OCC1=CC2=C(OC(O2)(F)F)C=C1 2-bromo-6-(2,2-difluorobenzo[d][1,3]dioxolan-5-ylmethoxy)pyridine